C(C1=CC=CC=C1)OC1=C(N2C(C3=C(C=CC=C13)C1=CC(=CC=C1)Cl)=NC(=N2)C)C(=O)NCC(=O)OC methyl (6-(benzyloxy)-10-(3-chlorophenyl)-2-methyl-[1,2,4]triazolo[5,1-a]isoquinoline-5-carbonyl)glycinate